5-((6-bromo-3-isopropyl-3H-imidazo[4,5-c]pyridin-4-yl)amino)-N-cyclopropyl-2-methylbenzamide BrC1=CC2=C(C(=N1)NC=1C=CC(=C(C(=O)NC3CC3)C1)C)N(C=N2)C(C)C